ClC1=C(C=C(C=2C3=C(NC12)CCN([C@H]3C)C(=O)C3=NC=C(C=N3)OC)SC(F)F)Cl (S)-(6,7-dichloro-9-((difluoromethyl)thio)-1-methyl-1,3,4,5-tetrahydro-2H-pyrido[4,3-b]indol-2-yl)(5-methoxypyrimidin-2-yl)methanone